trans-1-(6-((3-trifluoromethylphenyl)amino)pyrimidin-4-yl)-4-(3,4-dihydroisoquinolin-2(1H)-yl)piperidine FC(C=1C=C(C=CC1)NC1=CC(=NC=N1)N1CCC(CC1)N1CC2=CC=CC=C2CC1)(F)F